3-R-hydroxy-isoindolinone O[C@H]1NC(C2=CC=CC=C12)=O